[Zr].CC=1C(C=C(C1C)C)C=1NC2=CC=CC=C2C1.CC=1C(C=C(C1C)C)C=1NC2=CC=CC=C2C1 bis(2,3,4-trimethylcyclopentadienylindole) zirconium